C(CCCC)N(C=O)CCCCC N,N-dipentyl-formamide